5-chloro-N-[(1S)-3,3,3-trifluoro-1-(hydroxymethyl)-2-(trifluoromethyl)propyl]-2-thiophenesulfonamide ClC1=CC=C(S1)S(=O)(=O)N[C@@H](C(C(F)(F)F)C(F)(F)F)CO